(4-((3H-[1,2,3]triazolo[4,5-b]pyridin-3-yl)oxy)-2-methylquinolin-6-yl)(morpholino)methanone N1=NN(C2=NC=CC=C21)OC2=CC(=NC1=CC=C(C=C21)C(=O)N2CCOCC2)C